OC1N(CC(C1)(C)C)C(=O)OC(C)(C)C tert-Butyl 2-hydroxy-4,4-dimethylpyrrolidine-1-carboxylate